COCC1(CCC1)CN(C1=C2C(=NC(=C1)C1=CC(=C(C=C1)OC)C(F)(F)F)N=C(N2)C=2N=CC(=NC2)N2CCCCC2)C 1-(5-{7-[{[1-(Methoxymethyl)cyclobutyl]methyl}(methyl)amino]-5-[4-methoxy-3-(trifluoromethyl)phenyl]-1H-imidazo[4,5-b]pyridin-2-yl}pyrazin-2-yl)piperidin